Tributyl-(amino)tin C(CCC)[Sn](N)(CCCC)CCCC